6-{[(2-methoxyethyl)amino]methyl}-4-(trifluoromethyl)-2,3-dihydro-isoindol-1-one COCCNCC1=CC(=C2CNC(C2=C1)=O)C(F)(F)F